8-((2S,5R)-4-((4-cyanophenyl)(4-fluorophenyl)methyl)-2,5-dimethylpiperazin-1-yl)-5-(4-methoxyphenylmethyl)-6-oxo-5,6-dihydro-1,5-naphthyridine-2-carbonitrile C(#N)C1=CC=C(C=C1)C(N1C[C@@H](N(C[C@H]1C)C1=CC(N(C=2C=CC(=NC12)C#N)CC1=CC=C(C=C1)OC)=O)C)C1=CC=C(C=C1)F